2-butyl-1-(3-((cyclobutylamino)methyl)benzyl)-7-isopropoxy-1H-imidazo[4,5-d]pyridazin-4-amine dihydrochloride salt Cl.Cl.C(CCC)C1=NC=2C(=C(N=NC2N)OC(C)C)N1CC1=CC(=CC=C1)CNC1CCC1